FC1(CC(C1)NC(=O)C1(CC(C1)NC1=NN2C(C(=N1)OC)=C(C=C2)C=2C=C1C=CC=NC1=CC2)C)F (1r,3r)-N-(3,3-difluorocyclobutyl)-3-((4-methoxy-5-(quinolin-6-yl)pyrrolo[2,1-f][1,2,4]triazin-2-yl)amino)-1-methylcyclobutane-1-carboxamide